trans-1-(6-((3-(methylsulfonyl)phenyl)amino)pyrimidin-4-yl)-4-(3,4-Dihydroisoquinolin-2(1H)-yl)piperidin-3-ol CS(=O)(=O)C=1C=C(C=CC1)NC1=CC(=NC=N1)N1C[C@H]([C@@H](CC1)N1CC2=CC=CC=C2CC1)O